cyclopropyl N-[4-chloro-2-[[(1S)-3-(cyclopropylamino)-2,3-dioxo-1-[[(3S)-2-oxopyrrolidin-3-yl]methyl]propyl]carbamoyl] phenyl]carbamate ClC1=CC(=C(C=C1)NC(OC1CC1)=O)C(N[C@H](C(C(=O)NC1CC1)=O)C[C@H]1C(NCC1)=O)=O